ClC(Cl)OCC dichloromethyl-ethyl ether